C1=C(C=CC2=CC=CC=C12)NC1=CC=CC2=CC=CC=C12 N-(2-naphthyl)-1-naphthylamine